COC1=C(CNCC(=O)O)C(=CC(=C1)\C=C\C=1C(=C(C=CC1)C1=CC=CC=C1)C)OC (E)-2-(2,6-dimethoxy-4-(2-(2-methylbiphenyl-3-yl)vinyl)benzylamino)acetic acid